FC(CCCCC(=O)NC1=C(C=C(C=C1)NCC1=CC=C(C=C1)C(F)(F)F)N1CCCCC1)CF 6,7-difluoro-N-(2-(piperidin-1-yl)-4-((4-(trifluoromethyl)benzyl)amino)phenyl)heptanamide